FC(C1=CC=C(C=C1)NC(C1=C(C=CC=C1)C1=CC=CC=C1)=S)(F)F N-(4-trifluoromethylphenyl)phenylthiobenzamide